FC=1C(=C(C=C(C1)C1=NOC(=N1)[C@H]1[C@@H](C1)F)NC(=O)C1=CN=C2N1C=C(C=C2)N2CCN(CC2)C(=O)OC(C)(C)C)C tert-butyl 4-(3-((3-fluoro-5-(5-((1S,2R)-2-fluorocyclopropyl)-1,2,4-oxadiazol-3-yl)-2-methylphenyl)carbamoyl)imidazo[1,2-a]pyridin-6-yl)piperazine-1-carboxylate